(5S)-3-bromo-5-[(3R)-3-piperidyl]-4,5-dihydroisoxazole BrC1=NO[C@@H](C1)[C@H]1CNCCC1